N-(tert-Butoxycarbonyl)-L-α-aminobutyric acid C(C)(C)(C)OC(=O)N[C@H](C(=O)O)CC